NCCOCCC(=O)NC1CN(CC1)C(=O)C1=C(C=C(C=C1)NC(=O)C=1N(C(=CN1)C1=C(C(=C(C=C1)OC)F)F)C)Cl N-[4-[3-[3-(2-aminoethoxy)propanoylamino]pyrrolidine-1-carbonyl]-3-chloro-phenyl]-5-(2,3-difluoro-4-methoxy-phenyl)-1-methyl-imidazole-2-carboxamide